5-(benzyloxy)-4-bromopyridinecarboxylic acid C(C1=CC=CC=C1)OC=1C(=CC(=NC1)C(=O)O)Br